NC1C2CC3=NC(CC1C3)(C2)C 6-amino-1-methyl-2-azaadamantaneN